ClC=1C(=NC(=NC1)NC1=C(C=C(C(=C1)C)C=1C[C@@H](N([C@@H](C1)CC)C)CC)OC(C)C)NC1=C(C=CC=C1)S(=O)(=O)C(C)C 5-chloro-N2-(4-((cis)-2,6-diethyl-1-methyl-1,2,3,6-tetrahydropyridin-4-yl)-2-isopropoxy-5-methylphenyl)-N4-(2-(isopropylsulfonyl)phenyl)pyrimidine-2,4-diamine